OC(CN1CC(CC1=O)C(=O)O)CO 1-(2,3-dihydroxypropyl)-5-oxo-3-pyrrolidinecarboxylic acid